O=C1N(C=CNC1=O)C1(CC1)C#N 1-(2,3-dioxo-3,4-dihydropyrazin-1(2H)-yl)cyclopropane-1-carbonitrile